C1(CCC(=O)OCCCCO1)=O β-butylene succinate